C(C)(C)(C)C1=CC(=C(C(=C1)C1=CC=CC=C1)NC1=CC(=CC=C1)Cl)C1=NC(=NC(=N1)C1=CC=CC=C1)C1=CC=CC=C1 5-(tert-butyl)-N-(3-chlorophenyl)-3-(4,6-diphenyl-1,3,5-triazin-2-yl)-[1,1'-biphenyl]-2-amine